C(C)(=O)N1CC(C1)(C)NC(C(=O)C1=C(C(=C(N1C)C)C(=O)NC1=CC(=C(C=C1)F)C)C)=O 5-(2-((1-acetyl-3-methylazetidin-3-yl)amino)-2-oxoacetyl)-N-(4-fluoro-3-methylphenyl)-1,2,4-trimethyl-1H-pyrrole-3-carboxamide